2,6-dibromobenzyl bromide BrC1=C(CBr)C(=CC=C1)Br